potassium tetrakis(4-chlorophenyl)borate ClC1=CC=C(C=C1)[B-](C1=CC=C(C=C1)Cl)(C1=CC=C(C=C1)Cl)C1=CC=C(C=C1)Cl.[K+]